ethyl 6-methyl-4-(4-(4-methylpentanoyloxy)phenyl)-2-thioxo-1,2,3,4-tetrahydropyrimidine-5-carboxylate CC1=C(C(NC(N1)=S)C1=CC=C(C=C1)OC(CCC(C)C)=O)C(=O)OCC